ClC=1C=C(C=CC1)NNC(CN1C=NC2=CC=CC=C2C1=O)=O N-(3-Chlorophenyl)-2-{2-[4-oxoquinazolin-3(4H)-yl]acetyl}hydrazine